9-(4-chloro-2-fluorophenyl)-2,3-dimethyl-7-[(2S)-2-(1-methylpyrazol-4-yl)morpholin-4-yl]pyrido[1,2-a]pyrimidin-4-one ClC1=CC(=C(C=C1)C1=CC(=CN2C1=NC(=C(C2=O)C)C)N2C[C@@H](OCC2)C=2C=NN(C2)C)F